ClC=1C=NC=C(C1[C@@H](C)OC=1C=C2C(=NNC2=CC1)C(=O)NC=1C=NN(C1)CC1CN(C1)CC)Cl (R)-5-(1-(3,5-dichloropyridin-4-yl)ethoxy)-N-(1-((1-ethyl-azetidin-3-yl)methyl)-1H-pyrazol-4-yl)-1H-indazole-3-carboxamide